1-Methyl-1H-pyrazole-4-carboxylic acid [5-(1-methyl-2-oxo-1,2,3,4-tetrahydro-quinolin-6-yl)-pyridin-3-ylmethyl]-amide CN1C(CCC2=CC(=CC=C12)C=1C=C(C=NC1)CNC(=O)C=1C=NN(C1)C)=O